ethyl p-(1-piperazinyl)benzoate N1(CCNCC1)C1=CC=C(C(=O)OCC)C=C1